tert-butyl [(2RS)-4-({(1R)-1-[1-benzyl-4-(2,5-difluorophenyl)-1H-pyrrol-2-yl]-2,2-dimethylpropyl}amino)-1,1-difluorobutan-2-yl]carbamate C(C1=CC=CC=C1)N1C(=CC(=C1)C1=C(C=CC(=C1)F)F)[C@@H](C(C)(C)C)NCC[C@H](C(F)F)NC(OC(C)(C)C)=O |&1:28|